[2-(aminomethyl)-3,3-difluoro-allyl]-4-[5-(1,3-benzoxazol-5-yl)-3-methyl-2-pyridinyl]-1,2,4-triazol-3-one trifluoroacetate salt FC(C(=O)O)(F)F.NCC(CC=1N(C(NN1)=O)C1=NC=C(C=C1C)C=1C=CC2=C(N=CO2)C1)=C(F)F